2-methoxy-N-propyl-3-[3-(pyrrolidin-1-yl)propoxy]-6H,7H,8H-cyclopenta[b]1,5-naphthyridin-9-amine COC=1N=C2C(=C3C(=NC2=CC1OCCCN1CCCC1)CCC3)NCCC